FC1=C(C=CC(=C1)NC(=O)C=1C2CCC(C1C1=NC=CN=C1)O2)C2=C(C=CC=C2)F N-(2,2'-difluoro-[1,1'-biphenyl]-4-yl)-3-(pyrazin-2-yl)-7-oxabicyclo[2.2.1]hept-2-ene-2-carboxamide